4-((6-amino-2-butoxy-8-hydroxy-9H-purin-9-yl)methyl)-N-(2-(2-(2-aminoethoxy)ethoxy)ethyl)benzamide (1R,4R,6S,7R)-7-bromo-2-(4-methoxybenzyl)-3-oxo-2-azabicyclo[2.2.1]heptan-6-yl-acetat Br[C@H]1[C@@H]2N(C([C@H]1C[C@H]2CC(=O)O)=O)CC2=CC=C(C=C2)OC.NC2=C1N=C(N(C1=NC(=N2)OCCCC)CC2=CC=C(C(=O)NCCOCCOCCN)C=C2)O